C(CC)C1OC(OCC1)=O 4-propyl-1,3-dioxan-2-one